tert-butyl N-[[7-[5-(5-chloro-2-cyano-3-ethyl-phenyl)-1-methyl-pyrazol-4-yl]-4-oxo-3H-phthalazin-1-yl]methyl]carbamate ClC=1C=C(C(=C(C1)C1=C(C=NN1C)C1=CC=C2C(NN=C(C2=C1)CNC(OC(C)(C)C)=O)=O)C#N)CC